3,3'-(oxybis(ethane-2,1-diyl))bis(1-methyl-1H-benzo[d]imidazol-3-ium) chloride [Cl-].O(CC[N+]1=CN(C2=C1C=CC=C2)C)CC[N+]2=CN(C1=C2C=CC=C1)C.[Cl-]